C(C#C)OC1=CC=C(C=C1)NC(\C=C/C(=O)OC)=O Methyl (2Z)-4-{[4-(propargyloxy) phenyl] amino}-4-oxo-2-butenoate